benzyl (2S,4R)-4-((((E)-6-ethoxy-6-oxohex-2-en-1-yl)oxy)methyl)-4-fluoropyrrolidine-2-carboxylate HCl salt Cl.C(C)OC(CC/C=C/COC[C@]1(C[C@H](NC1)C(=O)OCC1=CC=CC=C1)F)=O